(2R,3R)-2-(2-(but-1-yn-1-yl)-6-chloro-8-(furan-2-yl)-9H-purin-9-yl)tetrahydrofuran-3-ol C(#CCC)C1=NC(=C2N=C(N(C2=N1)[C@@H]1OCC[C@H]1O)C=1OC=CC1)Cl